BrC(OC=1C=C(C=CC1C)C1CCN(CC1)C(=O)OC(C)(C)C)(F)F tert-Butyl 4-(3-(bromodifluoromethoxy)-4-methylphenyl)piperidine-1-carboxylate